ClC1=CC=C(C=C1)N1N=CC(=C1NC(C1=CC=C(C=C1)C)=O)C=1OCCN1 N-(1-(4-chlorophenyl)-4-(4,5-dihydro-oxazol-2-yl)-1H-pyrazol-5-yl)-4-methylbenzamide